C1(CC1)N1C=C(C(C2=CC(=C(C=C12)N1CCN(CC1)CC1=CC(=CC=C1)COC)F)=O)C(=O)[O-] 1-cyclopropyl-6-fluoro-7-(4-(3-(methoxymethyl) benzyl) piperazin-1-yl)-4-oxo-1,4-dihydroquinoline-3-carboxylate